N1(CCC1)C(=O)O.ClC1=CC=CC(=N1)[C@@H](CC=C)N[S@@](=O)C(C)(C)C (S)-N-[(1R)-1-(6-chloropyridin-2-yl)but-3-en-1-yl]-2-methylpropan-2-sulfinamide azetidine-1-carboxylate